3,7-dibromophenoxazine BrC=1C=CC=2NC3=CC=C(C=C3OC2C1)Br